deoxy-4-formamido-L-arabinose C(=O)N[C@]([C@@H](CC=O)O)(O)CO